CC1=NN(C2=CC=C(C=C12)[N+](=O)[O-])C(=O)OC(C)(C)C tert-Butyl 3-methyl-5-nitro-1H-indazole-1-carboxylate